COC=1C=C(C=CC1)C1=CC(=CC=C1)C1=CC(=CC=C1)OC 3,3''-dimethoxy-1,1':3',1''-terphenyl